Benzyl (4aS,8aR)-3-benzyl-8-phenyl-8,8a-dihydropyrido[4,3-e][1,4,2]dioxazine-7(4aH)-carboxylate C(C1=CC=CC=C1)C1=NO[C@H]2[C@@H](O1)C=CN(C2C2=CC=CC=C2)C(=O)OCC2=CC=CC=C2